N-(2-(3,3-difluoropyrrolidin-1-yl)-4-(5-(dimethylcarbamoyl)-2-fluorophenyl)pyridin-3-yl)-2-isopropylpyrimidine-5-carboxamide FC1(CN(CC1)C1=NC=CC(=C1NC(=O)C=1C=NC(=NC1)C(C)C)C1=C(C=CC(=C1)C(N(C)C)=O)F)F